8-Bromo-6-fluoro-7-iodospiro[benzo[b][1,4]oxazin-2,1'-cyclopropan]-3(4H)-one BrC1=C(C(=CC2=C1OC1(CC1)C(N2)=O)F)I